[Br-].[Br-].[NH4+].[NH4+] Bis(ammonium) dibromide